9-[(1-cyclopropylpiperidin-4-yl)amino]-2-methoxy-5,6,7,8-tetrahydroacridine-3-carbonitrile C1(CC1)N1CCC(CC1)NC=1C=2CCCCC2N=C2C=C(C(=CC12)OC)C#N